2-(8-chloro-7-fluoro-3-(methoxymethoxy)naphthalen-1-yl)-4,4,5,5-tetramethyl-1,3-dioxolane ClC=1C(=CC=C2C=C(C=C(C12)C1OC(C(O1)(C)C)(C)C)OCOC)F